ClC1=NC(=CC(=C1)C1=C(C=C(C#N)C=C1)C=1N(C=CN1)C)C 4-(2-chloro-6-methylpyridin-4-yl)-3-(1-methylimidazol-2-yl)benzonitrile